5-hydroxy-N-methoxy-2-carbonyl-5-pentyl-4-(5-(thiophen-2-yl)-1H-indol-2-yl)-2,5-dihydrofuran-3-carboxamide OC1(C(=C(C(O1)=C=O)C(=O)NOC)C=1NC2=CC=C(C=C2C1)C=1SC=CC1)CCCCC